N-(5-chloro-6-(2H-1,2,3-triazol-2-yl)pyridin-3-yl)-N'-(4-(1-methoxyethyl)-6-(trifluoromethyl)-1,5-naphthyridin-3-yl)urea ClC=1C=C(C=NC1N1N=CC=N1)NC(=O)NC=1C=NC2=CC=C(N=C2C1C(C)OC)C(F)(F)F